9-bromo-1'-methyl-4-oxo-3,4-dihydro-1H-spiro[furo[2,3-g]quinazoline-2,4'-piperidine]-7-carboxamide BrC=1C2=C(C=C3C(NC4(CCN(CC4)C)NC13)=O)OC(=C2)C(=O)N